(S)-N-(1-(4-Bromophenyl)-2,2,2-trifluoroethyl)-N-methyltetrahydro-2H-pyran-4-carboxamide BrC1=CC=C(C=C1)[C@@H](C(F)(F)F)N(C(=O)C1CCOCC1)C